C1(CCC1)CN(C(OC(C)(C)C)=O)[C@H]1CN(CCC1)C=1N=NC(=CC1)C(C)N1N=NC(=C1)C=1C=NC=C(C1)OC tert-butyl N-(cyclobutylmethyl)-N-[(3R)-1-[6-[1-[4-(5-methoxy-3-pyridyl)triazol-1-yl]ethyl]pyridazin-3-yl]-3-piperidyl]carbamate